methyl (CIS)-3-(6-hydroxy-3-methylpyridin-2-yl)-2-((((CIS)-4-phenylcyclohexyl)oxy)methyl)piperidine-1-carboxylate OC1=CC=C(C(=N1)[C@@H]1[C@@H](N(CCC1)C(=O)OC)CO[C@@H]1CC[C@@H](CC1)C1=CC=CC=C1)C